(4-(2-(2-aminopyridin-3-yl)-5-(tert-butyl)-3H-imidazo[4,5-b]pyridin-3-yl)phenyl)methanol NC1=NC=CC=C1C1=NC=2C(=NC(=CC2)C(C)(C)C)N1C1=CC=C(C=C1)CO